2,6-dimethyl-4-trifluoromethylaniline CC1=C(N)C(=CC(=C1)C(F)(F)F)C